C(C)(C)(C)OC(NC1=NN(C(=N1)C(C)N)C1=NC=C(C=C1)Cl)=O N-[5-(1-aminoethyl)-1-(5-chloro-2-pyridinyl)-1,2,4-triazol-3-yl]carbamic acid tert-butyl ester